C(C1=CC=CC=C1)N1CC=2C(N(C=3N=CC=CC3C2CC1)CC1=C(C=CC=C1)CC)=O 3-benzyl-6-(2-ethylbenzyl)-2,3,4,6-tetrahydropyrido[3,4-c][1,8]naphthyridine-5(1H)-one